(R)-1-(3-(3-chloro-5-(4-nitro-1H-pyrazol-1-yl)phenyl)morpholino)prop-2-en-1-one ClC=1C=C(C=C(C1)N1N=CC(=C1)[N+](=O)[O-])[C@@H]1COCCN1C(C=C)=O